NC1=CC(=C(C=C1F)CC(=O)N)Br 2-(4-amino-2-bromo-5-fluoro-phenyl)acetamide